COC1=C(C=CC=C1)N1N=C(C=C1C(F)(F)F)C(F)(F)F 1-(2-methoxyphenyl)-3,5-bis(trifluoromethyl)pyrazole